3-(4-(tert-butoxycarbonyl)phenyl)bicyclo[1.1.1]pentane-1-carboxylic acid C(C)(C)(C)OC(=O)C1=CC=C(C=C1)C12CC(C1)(C2)C(=O)O